9-isopropyl-2-(prop-1-en-2-yl)-N-(1-(3,4,5-trimethoxyphenyl)-1H-imidazol-4-yl)-9H-purin-6-amine C(C)(C)N1C2=NC(=NC(=C2N=C1)NC=1N=CN(C1)C1=CC(=C(C(=C1)OC)OC)OC)C(=C)C